5-fluorobenzoate FC=1C=CC=C(C(=O)[O-])C1